C(C)(C)(C)OC(=O)N1CCC(CC1)N1N=C(C=C1NC(=O)OCC(Cl)(Cl)Cl)C(C)(C)C 4-[3-tert-butyl-5-(2,2,2-trichloro-ethoxycarbonylamino)-pyrazol-1-yl]-piperidine-1-carboxylic acid tert-butyl ester